C(C)(=O)SCC1=C(C=CC=C1)NC(=O)OC(C)(C)C S-(2-((tert-butoxycarbonyl) amino) benzyl) thioacetate